C(C1=CC=CC=C1)[C@@H]1N(CCN(C1)S(=O)(=O)C)C=1C=C2C(=CN1)N(N=C2C)C=2C(=C(C(=C(C2)C(F)(F)F)F)O)F (S)-3-(5-(2-Benzyl-4-(methylsulfonyl)piperazin-1-yl)-3-methyl-1H-pyrazolo[3,4-c]pyridin-1-yl)-2,6-difluoro-5-(trifluoromethyl)phenol